ClC1=C2C(=CNC2=C(C=C1)NS(=O)(=O)C=1C=NN(C1)[C@@H]([C@@H](C)O)C)C#N N-(4-Chloro-3-cyano-1H-indol-7-yl)-1-[(1R,2R)-2-hydroxy-1-methyl-propyl]pyrazol-4-sulfonamid